8-(4-(2-Morpholinoethoxy)pyridin-2-yl)-N-(6-Morpholinopyridin-3-yl)quinazolin-2-amine O1CCN(CC1)CCOC1=CC(=NC=C1)C=1C=CC=C2C=NC(=NC12)NC=1C=NC(=CC1)N1CCOCC1